3-n-Butyl-4-hydroxy-5-n-propyl-1-isopropyl-pyrazol C(CCC)C1=NN(C(=C1O)CCC)C(C)C